benzyl (R)-4-(1-(6-(4-(4-methyl-1-(oxetan-3-yl)-1H-pyrazol-5-yl)piperidin-1-yl)-2-(trifluoromethyl)pyrimidin-4-yl)-6-oxa-1-azaspiro[3.3]heptan-3-yl)piperazine-1-carboxylate CC=1C=NN(C1C1CCN(CC1)C1=CC(=NC(=N1)C(F)(F)F)N1C[C@H](C12COC2)N2CCN(CC2)C(=O)OCC2=CC=CC=C2)C2COC2